N-((3S,5S)-1-((3S,4R)-1-(tert-butyl)-4-(4-chlorophenyl)pyrrolidin-3-yl)-5-(morpholine-4-carbonyl)pyrrolidin-3-yl)-N-(4,4-dimethylcyclohexyl)isobutyramide hydrochloride Cl.C(C)(C)(C)N1C[C@H]([C@@H](C1)C1=CC=C(C=C1)Cl)N1C[C@H](C[C@H]1C(=O)N1CCOCC1)N(C(C(C)C)=O)C1CCC(CC1)(C)C